C1=CC=CC=2C3=CC=CC=C3C(C12)COC(N[C@H](C(N[C@H](C(NCOCC)=O)C)=O)C(C)C)=O (5S,8S)-1-(9H-fluoren-9-yl)-5-isopropyl-8-methyl-3,6,9-trioxo-2,12-dioxa-4,7,10-triazatetradecane